N-((R)-3-Hydroxy-4-(4-(2-methoxyphenyl)piperazin-1-yl)butyl)-2-methyl-4,5,6,7-tetrahydro-2H-indazole-5-carboxamide O[C@H](CCNC(=O)C1CC2=CN(N=C2CC1)C)CN1CCN(CC1)C1=C(C=CC=C1)OC